thulium-dysprosium [Dy].[Tm]